6-(Cyclopropanecarboxamido)-4-((7-fluoro-5-methyl-4-oxo-4,5-dihydrothieno[3,2-c]pyridin-3-yl)amino)nicotinic acid C1(CC1)C(=O)NC1=NC=C(C(=O)O)C(=C1)NC1=CSC2=C1C(N(C=C2F)C)=O